COC=1C=C2CNCC2=CC1OC 5,6-dimethoxyisoindolin